(1S,4R)-5-bromo-4-methyl-5',6'-dihydro-2'H,4'H-spiro[isochromane-1,3'-pyran] BrC1=C2[C@H](CO[C@]3(COCCC3)C2=CC=C1)C